C(#N)C=1C=C(C=CC1)NC(=O)[N-]C1=C[N+](=NO1)CC1=CC=C(C=C1)C=1C(=NC(=NC1)OC)C ((3-cyanophenyl)carbamoyl)(3-(4-(2-methoxy-4-methylpyrimidin-5-yl)benzyl)-1,2,3-oxadiazol-3-ium-5-yl)amide